FC(=C)C(=C)F 2,3-Difluorobuta-1,3-dien